CC1NC1C1=CC=CC=C1 2-methyl-3-phenyl-aziridine